C=C(C)C1=CC=C(C2=C1N=NN2)C2=CC=C(N=N2)N 6-[7-(prop-1-en-2-yl)-3H-1,2,3-benzotriazol-4-yl]Pyridazin-3-amine